(S)-2-((((9H-fluoren-9-yl)methoxy)carbonyl)amino)-3-(4-(1-((2-(trimethylsilyl)ethoxy)methyl)-1H-pyrazol-3-yl)phenyl)propanoic acid C1=CC=CC=2C3=CC=CC=C3C(C12)COC(=O)N[C@H](C(=O)O)CC1=CC=C(C=C1)C1=NN(C=C1)COCC[Si](C)(C)C